1-methanesulfonyl-piperazin CS(=O)(=O)N1CCNCC1